OC(COC=1C=C2C=CC(=CC2=CC1)C1(C2=CC=CC=C2C=2C=CC=CC12)C1=CC2=CC=C(C=C2C=C1)OCC(C)O)C 9,9-bis(6-(2-hydroxypropoxy)-2-naphthyl)fluorene